benzyl (6-(hydroxymethyl)-2,3-dihydro-1H-inden-1-yl)carbamate OCC1=CC=C2CCC(C2=C1)NC(OCC1=CC=CC=C1)=O